2,4,6-trihydroxybenzoic acid N-(4-hydroxy-3-methoxybenzyl)amide OC1=C(C=C(CNC(C2=C(C=C(C=C2O)O)O)=O)C=C1)OC